BrC=1C=C(C(=NC1)N[C@@H](CO)C)C(=O)N[C@H](C)C1=C(C(=CC=C1)C(F)F)F 5-bromo-N-[(1R)-1-[3-(difluoromethyl)-2-fluoro-phenyl]ethyl]-2-[[(1R)-2-hydroxy-1-methyl-ethyl]amino]pyridine-3-carboxamide